N-[(1S,2R)-2-hydroxycyclopentyl]-3-oxo-2-(pyridin-3-yl)-6-[4-(trifluoromethyl)phenyl]-2,3-dihydropyridazine-4-carboxamide O[C@H]1[C@H](CCC1)NC(=O)C=1C(N(N=C(C1)C1=CC=C(C=C1)C(F)(F)F)C=1C=NC=CC1)=O